n-hexylaluminum dihydride C(CCCCC)[AlH2]